Bis(1,2-diethylcyclopentadienyl)diphenyltitanium C(C)C1(C(=CC=C1)CC)[Ti](C1=CC=CC=C1)(C1=CC=CC=C1)C1(C(=CC=C1)CC)CC